(3S)-3-(4-Aminoimidazo[4,5-c]quinolin-1-yl)-4-ethoxy-2-methyl-butan-2-ol NC1=NC=2C=CC=CC2C2=C1N=CN2[C@H](C(C)(O)C)COCC